ClC=1C=C(C(=O)N2CC=3C(=NN4C3C(N(C[C@H]4C)[C@@H](C)C4=CC=C(C=C4)S(=O)(=O)N)=O)C[C@H]2C)C=CC1Cl |o1:18| 4-((S*)-1-((3R,7R)-2-(3,4-dichlorobenzoyl)-3,7-dimethyl-10-oxo-1,2,3,4,7,8-hexahydropyrido[4',3':3,4]pyrazolo[1,5-a]pyrazin-9(10H)-yl)ethyl)benzenesulfonamide